N[C@@H]1[C@@H](OCC12CCN(CC2)C=2N(C(C1=C(N2)NN=C1C1=C(C(=CC=C1)C#C)Cl)=O)C)C 6-((3S,4S)-4-amino-3-methyl-2-oxa-8-azaspiro[4.5]decan-8-yl)-3-(2-chloro-3-ethynylphenyl)-5-methyl-1,5-dihydro-4H-pyrazolo[3,4-d]pyrimidin-4-one